COC=1C=C2NC(C=3N(C2=C(C1C1=C2C=NN(C2=CC=C1)S(=O)(=O)C)C(F)(F)F)C(=NN3)C)(C)C 7-Methoxy-1,4,4-trimethyl-8-(1-methylsulfonyl-1H-indazol-4-yl)-9-(trifluoromethyl)-5H-[1,2,4]triazolo[4,3-a]quinoxaline